6-(chloromethyl)-1-methyl-benzotriazole ClCC=1C=CC2=C(N(N=N2)C)C1